COC(=O)C1=CN=CN1CC1=CC=NC=C1 methyl-1-(pyridin-4-ylmethyl)-1H-imidazole-5-carboxylate